BrC1=C(C=CC=C1C1=CC=CC=C1)C1=C(C=CC=C1)Cl 2'-bromo-2-chloro-1,1':3',1''-terphenyl